5,6-diethyl-2-[2-n-propoxy-5-(2-(4-methylpiperazin-1-yl)acetamido)phenyl]pyrimidin-4(3H)-one maleate C(\C=C/C(=O)O)(=O)O.C(C)C=1C(NC(=NC1CC)C1=C(C=CC(=C1)NC(CN1CCN(CC1)C)=O)OCCC)=O